CN1C(C=CC2=CC=C(C=C12)N1CCN(CC1)C1=CC=NC=C1)C=CC1=CC=C(C=C1)N1CCN(CC1)C 1-methyl-2-(4-(4-methyl-1-piperazinyl)styryl)-7-(4-(4-pyridyl)-1-piperazinyl)quinoline